(((S)-(1-(bicyclo[1.1.1]pentan-1-yl)-1H-1,2,3-triazol-4-yl)(6-fluoro-2-methylpyridin-3-yl)methyl)(3,8-dicyano-4-(((R)-3,3-dimethylbutan-2-yl)amino)quinolin-6-yl)amino)-2-oxoacetic Acid C12(CC(C1)C2)N2N=NC(=C2)[C@H](C=2C(=NC(=CC2)F)C)N(C=2C=C1C(=C(C=NC1=C(C2)C#N)C#N)N[C@H](C)C(C)(C)C)C(C(=O)O)=O